CCCCCCCCCCCCCCCCCCCCOC[C@H](COP(=O)(O)OC[C@@H](C(=O)O)N)OC(=O)CCCCCC/C=C\C/C=C\C/C=C\CCCCC 1-eicosyl-2-(8Z,11Z,14Z-eicosatrienoyl)-glycero-3-phosphoserine